ClC=1C=CC=C2C=3C=C4C(=CC3NC12)C=CC=C4 4-chloro-5H-benzo[b]carbazole